C1(=CC=CC=C1)N1C(NC(CC1=O)=O)=O 1-phenyl-2,4,6-trioxo-hexahydro-pyrimidine